CO\N=C(/C1=C(C=CC=C1)O)\C1=NOCCO1 (E)-(5,6-dihydro-[1,4,2]-dioxazine-3-yl)-(2-hydroxyphenyl)-methanone-O-methyl oxime